ClC1=C(C=C2C[C@@H]([C@@H](N3C2=C1C=C3)C)N(C)C)F (4S,5S)-9-chloro-8-fluoro-N,N,4-trimethyl-5,6-dihydro-4H-pyrrolo[3,2,1-ij]quinolin-5-amine